3-[(3-ethyloxetan-3-yl)methoxy]propylmethyldiacetoxysilane C(C)C1(COC1)COCCC[Si](OC(C)=O)(OC(C)=O)C